COC=1C=CC2=C(C=C(O2)C(C)C2=C(C=NC=C2)CO)C1 [4-[1-(5-methoxybenzofuran-2-yl)ethyl]-3-pyridyl]methanol